4-(ethoxymethyl)-1-(4-(2-methoxyethyl)benzyl)-4-phenethyl-piperidine C(C)OCC1(CCN(CC1)CC1=CC=C(C=C1)CCOC)CCC1=CC=CC=C1